α,α'-azobis(2-methylbutyronitrile) N(=NC(C#N)(CC)C)C(C#N)(CC)C